(E)-3-((3-((E)-4-(2-oxa-8-azaspiro[4.5]dec-8-ylmethyl)styryl)-1H-indazol-6-yl)methylene)-4-phenylpyrrolidin-2-one trifluoroacetate FC(C(=O)O)(F)F.C1OCCC12CCN(CC2)CC2=CC=C(/C=C/C1=NNC3=CC(=CC=C13)\C=C/1\C(NCC1C1=CC=CC=C1)=O)C=C2